N12CCCN=C2NCCC1 1,5,7-triaza-bicyclo(4.4.0)dec-5-ene